(1R,2S,5S)-3-oxo-2-(2-oxopropyl)-5-phenylcyclopentane-1-carbaldehyde O=C1[C@H]([C@@H]([C@H](C1)C1=CC=CC=C1)C=O)CC(C)=O